4-(pyridin-3-yl)piperidin-4-amine N1=CC(=CC=C1)C1(CCNCC1)N